sodium 3-[(2,3-dihydrothieno[3,4-b]-[1,4]dioxin-2-yl) methoxy]-1-propyl-1-propanesulfonate O1C=2C(OCC1COCCC(S(=O)(=O)[O-])CCC)=CSC2.[Na+]